NC1=C(C=NC(=C1F)Cl)C(=O)OCC ethyl 4-amino-6-chloro-5-fluoro-pyridine-3-carboxylate